C1=CC=C(C=C1)[C@@H]([C@@H](C2=CC=CC=C2)O)N (1R,2S)-(-)-2-Amino-1,2-diphenylethanol